FC1=NC(=CC=2N=C(N=C(C21)NCC=2C=CC=1N(C2)C=CN1)OCC12CCCN2CCC1)C1=CC=CC2=CC=CC(=C12)F fluoro-7-(8-fluoronaphthalen-1-yl)-N-(imidazo[1,2-a]pyridin-6-ylmethyl)-2-((tetrahydro-1H-pyrrolizin-7a(5H)-yl)methoxy)pyrido[4,3-d]pyrimidin-4-amine